N-(2-((1S,3S,5S)-3-Cyano-2-azabicyclo[3.1.0]hexan-2-yl)-2-oxoethyl)-6-(cyclopropylmethoxy)quinoline-4-carboxamide C(#N)[C@H]1N([C@H]2C[C@H]2C1)C(CNC(=O)C1=CC=NC2=CC=C(C=C12)OCC1CC1)=O